NC1=C(C(=NN1C(C(F)(F)F)C)C1=NC=C(C=C1)C(C)C(NC1=NOC(=C1)C(C(F)(F)F)(C)C)=O)C(=O)N 5-Amino-3-[5-[1-[[5-(1,1,1-trifluoro-2-methylpropan-2-yl)-1,2-oxazol-3-yl]carbamoyl]ethyl]pyridin-2-yl]-1-[1,1,1-trifluoropropan-2-yl]pyrazole-4-carboxamide